Cis-4-oxo-hexahydropyrrolo[3,4-c]pyrrole-2(1H)-carboxylic acid tert-butyl ester C(C)(C)(C)OC(=O)N1C[C@@H]2CNC([C@@H]2C1)=O